dioctylamine tin [Sn].C(CCCCCCC)NCCCCCCCC